C(C)(C)(C)OC(=O)N1CCC(CC1)CC(CO)C.F[C@@H]1[C@@H](C1)C(=O)NC=1N=C2N(C=C(N=C2)C2=C3C=NNC3=CC=C2C)C1 (1S,2S)-2-fluoro-N-(6-(5-methyl-1H-indazol-4-yl)imidazo[1,2-a]pyrazin-2-yl)cyclopropanecarboxamide tert-butyl-4-(3-hydroxy-2-methyl-propyl)piperidine-1-carboxylate